4,5,6,7-Tetrahydro-11-methoxy-2-((4-methyl-1-piperazinyl)methyl)-1H-cyclopenta(a)pyrrolo(3,4-C)carbazole-1,3(2H)-dione COC=1C=2C3=C4C(=C5C(=C3NC2C=CC1)CCC5)C(N(C4=O)CN4CCN(CC4)C)=O